6-((4,6-dimethyl-pyrimidin-2-yl)amino)-N-ethoxy-4-((4-methyl-2-(N-methyl-cyclopropylsulfonamido)phenyl)amino)nicotinamide CC1=NC(=NC(=C1)C)NC1=NC=C(C(=O)NOCC)C(=C1)NC1=C(C=C(C=C1)C)N(S(=O)(=O)C1CC1)C